N-(2-methyl-5-(2-(2-methylpyrrolidin-1-yl)acetamido)pyridin-3-yl)pyrazolo[5,1-b]thiazole-7-carboxamide CC1=NC=C(C=C1NC(=O)C=1C=NN2C1SC=C2)NC(CN2C(CCC2)C)=O